FC(C1=C(C=CC(=C1)C(F)(F)F)C1=NC(=NO1)CN)(F)F (5-(2,4-bis(trifluoromethyl)phenyl)-1,2,4-oxadiazol-3-yl)methylamine